C[N+](C)(CCCCCCCCCCCC)[O-] N,N-dimethyllaurylamine oxide